C(C1=CC=CC=C1)(=O)N[C@@]1(C[C@H](N(C1)C(=O)[O-])C(N)=O)C(N)=O (2S,4R)-4-benzamido-2,4-dicarbamoylpyrrolidine-1-carboxylate